ClC=1C(=NC(=CN1)COCC(F)(F)F)N1CCC(CC1)C#N 1-(3-chloro-6-((2,2,2-trifluoroethoxy)methyl)pyrazin-2-yl)piperidine-4-carbonitrile